hexahydro-pyrido[1,2-c]pyrimidine C1NCCC2N1C=CCC2